FC=1C=CC2=C(C(=CS2)C=2C(NC(C2C2=CN(C=3C=C4C(=CC23)OCO4)C)=O)=O)C1 3-(5-Fluoro-1-benzothiophen-3-yl)-4-(5-methyl-2H-[1,3]dioxolo[4,5-f]indol-7-yl)-1H-pyrrole-2,5-dione